ClC=1C=C(C(=O)OC)C=CC1NC(=O)C12CCC(CC1)(CC2)C=CC=2C(=NOC2C2CC2)C2=C(C=CC=C2Cl)Cl methyl 3-chloro-4-(4-(2-(5-cyclopropyl-3-(2,6-dichlorophenyl)isoxazol-4-yl)vinyl)bicyclo[2.2.2]octane-1-carboxamido)benzoate